C(#N)C=1C=C(C=C(C1)F)[C@H](C)NC(=O)C=1C=NC2=C(N=C(C=C2C1N1CCN[C@H](CC1)C)C)C1CC1 N-[(S)-1-(3-cyano-5-fluorophenyl)ethyl]-4-[(S)-5-methyl-1,4-diazepan-1-yl]-8-cyclopropyl-6-methyl-1,7-diaza-3-naphthamide